ClC1=CC(=C2C(=N1)N(N=C2C2=C(C(=CC=C2)Cl)Cl)COCC[Si](C)(C)C)OC 6-chloro-3-(2,3-dichlorophenyl)-4-methoxy-1-((2-(trimethylsilyl)ethoxy)methyl)-1H-pyrazolo[3,4-b]pyridine